3-[1-[2-(tert-butoxycarbonylamino)acetyl]-4-piperidinyl]-1H-pyrrole-2-carboxylic acid benzyl ester C(C1=CC=CC=C1)OC(=O)C=1NC=CC1C1CCN(CC1)C(CNC(=O)OC(C)(C)C)=O